ClC=1C=C(C=C(C1F)Cl)C1(CC(=NO1)N1CC=2C=NC(=CC2C1)C(=O)NCC1=C(C=C(C=C1)F)F)C(F)(F)F 2-(5-(3,5-dichloro-4-fluorophenyl)-5-(trifluoromethyl)-4,5-dihydroisoxazol-3-yl)-N-(2,4-difluorobenzyl)-2,3-dihydro-1H-pyrrolo[3,4-c]pyridine-6-carboxamide